COC(=O)C=1C(N(C(=CC1)C1=CC=CC=C1)C)=O.CN1C(C(=CC=C1C1=CC=CC=C1)C(=O)O)=O 1-methyl-2-oxo-6-phenyl-1,2-dihydropyridine-3-carboxylic acid methyl-1-methyl-2-oxo-6-phenyl-1,2-dihydropyridine-3-carboxylate